BrC=1N=C(N2C1C(=NC=C2)Cl)C(=O)O 1-bromo-8-chloroimidazo[1,5-a]pyrazine-3-carboxylic acid